BrC1=C(C(=NC=C1I)N)C(=C)C1=C(C=CC=C1)C 4-bromo-5-iodo-3-[1-(o-tolyl)vinyl]pyridin-2-amine